1-(4-(3,6-dihydro-2H-pyran-4-yl)pyridine-2-yl)-N-(3-fluoro-4-((1-isopropyl-2-oxo-2,3-dihydro-1H-imidazo[4,5-b]pyridine-7-yl)oxy)phenyl)-5-(trifluoromethyl)-1H-pyrazole-4-carboxamide O1CCC(=CC1)C1=CC(=NC=C1)N1N=CC(=C1C(F)(F)F)C(=O)NC1=CC(=C(C=C1)OC1=C2C(=NC=C1)NC(N2C(C)C)=O)F